BrC=1SC(=CC1S(=O)(=O)NCCC(=O)O)Br 3-[(2,5-dibromothiophen-3-sulfonyl)amino]propionic acid